3-((1R,5S)-8-(7-(3-hydroxynaphthalen-1-yl)-2-(((S)-1-methylpyrrolidin-2-yl)methoxy)quinazolin-4-yl)-3,8-diazabicyclo[3.2.1]octan-3-yl)-3-oxopropanoic acid OC=1C=C(C2=CC=CC=C2C1)C1=CC=C2C(=NC(=NC2=C1)OC[C@H]1N(CCC1)C)N1[C@H]2CN(C[C@@H]1CC2)C(CC(=O)O)=O